FC(OC1=C(C=CC=C1)C#CC1CNC1)F 3-[2-[2-(Difluoromethoxy)phenyl]ethynyl]azetidine